2-methyl-1-propen-1-ol CC(=CO)C